(3-hydroxypropyl)pentamethyldisiloxane OCCC[Si](O[Si](C)(C)C)(C)C